(6R)-6-{[7-Chloro-2-(1-methyl-1H-pyrazol-4-yl)[1,2,4]triazolo[1,5-c]quinazolin-5-yl]amino}-1,4-diazepan-5-one ClC1=CC=CC=2C=3N(C(=NC12)N[C@H]1C(NCCNC1)=O)N=C(N3)C=3C=NN(C3)C